(2S,4R)-6-chloro-7-fluoro-4-hydroxy-N-[3-(2-{[(1s,3R)-3-(trifluoromethoxy)cyclobutyl]oxy}acetamido)bicyclo[1.1.1]pentan-1-yl]-3,4-dihydro-2H-1-benzopyran-2-carboxamide ClC=1C(=CC2=C([C@@H](C[C@H](O2)C(=O)NC23CC(C2)(C3)NC(COC3CC(C3)OC(F)(F)F)=O)O)C1)F